N-(3-oxo-1-(4-(trifluoromethoxy)phenyl)-2,3-dihydro-1H-pyrazolo[4,3-c]pyridin-6-yl)cyclopropanecarboxamide O=C1NN(C2=C1C=NC(=C2)NC(=O)C2CC2)C2=CC=C(C=C2)OC(F)(F)F